[C@@H]12COC[C@H]2C1 (1R,5S,6s)-3-Oxabicyclo[3.1.0]hexan